tert-butyl 7-((4-(methoxycarbonyl)-3-(methoxymethyl) 1H-pyrazol-1-yl)methyl)-3,4-dihydroisoquinoline-2(1H)-carboxylate COC(=O)C=1C(=NN(C1)CC1=CC=C2CCN(CC2=C1)C(=O)OC(C)(C)C)COC